tert-butyl 4-[6-[3-[(tert-butoxycarbonylamino)methyl]phenyl]-3-chloro-2-quinolyl]piperazine-1-carboxylate C(C)(C)(C)OC(=O)NCC=1C=C(C=CC1)C=1C=C2C=C(C(=NC2=CC1)N1CCN(CC1)C(=O)OC(C)(C)C)Cl